FC(C=1C=C(C=C(C1)F)CC1=CC(=NC=C1)N1N=C(C(=C1)C(=O)NC)C)F 1-(4-{[3-(Difluoromethyl)-5-fluorophenyl]methyl}pyridin-2-yl)-N,3-dimethyl-1H-pyrazol-4-carboxamid